6-Chloro-7-fluoro-3-((3-isopropoxy-3-oxopropyl)amino)benzo[e][1,2,4]triazine-1,4-dioxide ClC=1C(=CC2=C([N+](=C(N=[N+]2[O-])NCCC(=O)OC(C)C)[O-])C1)F